CN(C/C=C/C(=O)NC=1C=C(C=CC1)NC1=NC(=NC=C1C(=O)N(C1=CC=CC=C1)C)SC)C (E)-4-((3-(4-(dimethylamino)but-2-enamido)phenyl)amino)-N-methyl-2-(methylthio)-N-phenylpyrimidine-5-carboxamide